Pyridyl disulfide ethyl-methacrylate C(C)OC(C(=C)C)=O.N1=C(C=CC=C1)SSC1=NC=CC=C1